C(#N)N1C[C@@H](CC1)NC(=O)N1CC(OCC1)C1=CC=CC=C1 N-((R)-1-cyanopyrrolidin-3-yl)-2-phenylmorpholine-4-carboxamide